O=C1NC(CCC1N1C(OC2=C1C=CC=C2C#CCN2C[C@H](OCC2)CNC(OC(C)(C)C)=O)=O)=O tert-butyl N-[[(2R)-4-[3-[3-(2,6-dioxo-3-piperidyl)-2-oxo-1,3-benzoxazol-7-yl] prop-2-ynyl]morpholin-2-yl]methyl]carbamate